OC1=NOC(=C1)[C@H](C(=O)O)C(C)C |r| (±)-2-(3-hydroxyisoxazol-5-yl)-3-methylbutyric acid